(cyanomethyl)piperazine-1-carboxylate C(#N)COC(=O)N1CCNCC1